bis[bis(norbornenyl-methylene)chlorophosphine] titanium tetrachloride [Ti](Cl)(Cl)(Cl)Cl.C12(C=CC(CC1)C2)C=P(Cl)=CC21C=CC(CC2)C1.C12(C=CC(CC1)C2)C=P(Cl)=CC21C=CC(CC2)C1